methyl 6-[1-(3-{[(1R,2S)-2-fluorocyclopropyl]carbamoyl}-8-{[(4-methoxyphenyl)methyl](methyl)amino}imidazo[1,2-b]pyridazin-6-yl)-2,3-dihydroindol-4-yl]pyridine-3-carboxylate F[C@@H]1[C@@H](C1)NC(=O)C1=CN=C2N1N=C(C=C2N(C)CC2=CC=C(C=C2)OC)N2CCC1=C(C=CC=C21)C2=CC=C(C=N2)C(=O)OC